[2H]C1=CC(=CC(=N1)C(=O)N)NC(=O)[C@@H]1O[C@]([C@H]([C@H]1C1=C(C(=C(C=C1)F)F)OC)C)(C(F)(F)F)C 6-deuterio-4-[[(2R,3S,4S,5R)-3-(3,4-difluoro-2-methoxy-phenyl)-4,5-dimethyl-5-(trifluoromethyl)tetrahydrofuran-2-carbonyl]amino]pyridine-2-carboxamide